[Si](C)(C)(C(C)(C)C)OC1C(CC1)=O (tert-butyldimethylsilyloxy)cyclobutan-1-one